tert-butyl 6-[(4-bromoimidazol-1-yl) methyl]-2-azaspiro[3.3]heptane-2-carboxylate BrC=1N=CN(C1)CC1CC2(CN(C2)C(=O)OC(C)(C)C)C1